C(C)(C)(C)OC(=O)N[C@@H](CO[C@H](C)[C@H](C(=O)O)CCCCCC)C (2R)-2-[(1R)-1-[(2R)-2-(tert-Butoxycarbonylamino)propoxy]ethyl]octanoic acid